[O-]CC.[O-]CC.[Cl-].[Cl-].[Zr+4] zirconium dichloride diethoxide